C1(CCCCC1)CC1C(C(CCC1)C)C 1-cyclohexylmethyl-2,3-dimethylcyclohexane